NC1=NC(=NC=C1C(F)(F)F)N1C[C@H](N([C@H](C1)C)C(=O)NCCC1CCN(CC1)CC1=CC=CC=C1)C (2R,6S)-4-[4-amino-5-(trifluoromethyl)pyrimidin-2-yl]-N-[2-(1-benzylpiperidin-4-yl)ethyl]-2,6-dimethylpiperazine-1-carboxamide